C(C)C1(C(NCC1)=O)C=1OC(=NN1)C=1C(=NC=CC1)NC1=CC=C(C=C1)C(F)(F)F 3-ethyl-3-(5-(2-((4-(trifluoromethyl)phenyl)amino)pyridin-3-yl)-1,3,4-oxadiazol-2-yl)pyrrolidin-2-one